(S)-N-(1-(4-(N-bicyclo[1.1.1]pent-1-ylsulfamoyl)phenylamino)-1-oxo-3-phenylprop-2-yl)-4-fluorobenzamide C12(CC(C1)C2)NS(=O)(=O)C2=CC=C(C=C2)NC([C@H](CC2=CC=CC=C2)NC(C2=CC=C(C=C2)F)=O)=O